[3-CHLORO-2-[3-[2-[1-(2-CHLOROACETYL)-4-PIPERIDYL]THIAZOL-4-YL]-4,5-DIHYDROISOXAZOL-5-YL]PHENYL] METHANESULFONATE CS(=O)(=O)OC1=C(C(=CC=C1)Cl)C1CC(=NO1)C=1N=C(SC1)C1CCN(CC1)C(CCl)=O